6-[5-(1-cyclopropyltetrazol-5-yl)-3-ethylsulfonyl-2-pyridyl]-7-methyl-3-(1,1,2,2,2-pentafluoroethyl)imidazo[4,5-c]pyridazine C1(CC1)N1N=NN=C1C=1C=C(C(=NC1)C1=NC2=C(N=NC(=C2)C(C(F)(F)F)(F)F)N1C)S(=O)(=O)CC